NC1CN(CCC1)C=1C2=C(C(=NC1)C1=C(C(=CC=C1)Cl)Cl)C(NC2)=O 7-(3-aminopiperidin-1-yl)-4-(2,3-dichlorophenyl)-1,2-dihydro-3H-pyrrolo[3,4-c]pyridin-3-one